NC=1C(NC(N(N1)C1=CC(=C(C(=C1)Cl)OC1=CNC(C=2C3(CCC(C12)CC3)C)=O)Cl)=O)=O 6-amino-2-(3,5-dichloro-4-((8-methyl-1-oxo-1,2,5,6,7,8-hexahydro-5,8-ethanoisoquinolin-4-yl)oxy)phenyl)-1,2,4-triazine-3,5(2H,4H)-dione